4-[6-(4-carboxy-benzoylamino)-pyridazin-3-yl]-3,6-dihydro-2H-pyridine-1-carboxylic acid tert-butyl ester C(C)(C)(C)OC(=O)N1CCC(=CC1)C=1N=NC(=CC1)NC(C1=CC=C(C=C1)C(=O)O)=O